C12(CC3CC(CC(C1)C3)C2)CC2=NOC(=N2)CCC2=CN(C3=CC=CC=C23)C (S)-1-(3-(adamantan-1-yl)methyl-1,2,4-oxadiazol-5-yl)-2-(1-methyl-1H-indol-3-yl)ethane